ethyl (R)-2-(6-(1-aminoethyl)-1-(4-(methylamino)butyl)-1H-pyrrolo[2,3-b]pyridin-2-yl)-5-methoxy-3-methylimidazo[1,2-a]pyridine-7-carboxylate N[C@H](C)C1=CC=C2C(=N1)N(C(=C2)C=2N=C1N(C(=CC(=C1)C(=O)OCC)OC)C2C)CCCCNC